FC(CN1CC(C1)(C(=O)NC1=CNC2=CC=C(C=C12)O[C@@H]1C[C@H](C1)C1=CC=C(C=C1)C(F)(F)F)C)F 1-(2,2-difluoroethyl)-3-methyl-N-(5-(trans-3-(4-(trifluoromethyl)phenyl)cyclobutoxy)-1H-indol-3-yl)azetidine-3-carboxamide